C(C)OC(=O)C=1C=NN2C1NC(=CC2=O)C2=CC=C(C=C2)OC(C)C 5-(4-isopropoxyphenyl)-7-oxo-4,7-dihydropyrazolo[1,5-a]pyrimidine-3-carboxylic acid ethyl ester